C[Si](OC[C@H]1[C@@H](C[C@@H]2OCC(CC[C@@H]21)CCCC(=O)OC(C)C)OC2OCCCC2)(C(C)(C)C)C 2-Propanyl 4-[(5aR,6S,7R,8aS)-6-({[dimethyl(2-methyl-2-propanyl)silyl]oxy}methyl)-7-(tetrahydro-2H-pyran-2-yloxy)octahydro-2H-cyclopenta[b]oxepin-3-yl]butanoate